(R)-5-biphenyl-4-yl-4-tert-butoxycarbonylamino-2-methylpent-2-enoic acid ethyl ester C(C)OC(C(=C[C@@H](CC1=CC=C(C=C1)C1=CC=CC=C1)NC(=O)OC(C)(C)C)C)=O